[C@@H](C)(CC)NC=1N=C(C2=C(N1)C(=NC(=N2)Cl)NC)NC (R)-N2-sec-Butyl-6-chloro-N4,N8-dimethylpyrimido[5,4-d]pyrimidine-2,4,8-triamine